4-[1-[8-(2-chlorophenyl)-7-(4-chlorophenyl)-1-methyl-2,6-dioxopurin-3-yl]ethyl]benzoic acid ClC1=C(C=CC=C1)C1=NC=2N(C(N(C(C2N1C1=CC=C(C=C1)Cl)=O)C)=O)C(C)C1=CC=C(C(=O)O)C=C1